F[C@H]1[C@H](CNC1)NC=1C=C2CN3[C@@H](C2=CC1)CN(C[C@H]3C)C3=C1C=CC(=NC1=C(C=C3)C#N)[2H] 5-[(4r,10bs)-8-[[(3s,4r)-4-fluoropyrrolidin-3-yl]amino]-4-methyl-3,4,6,10b-tetrahydro-1H-pyrazino[2,1-a]isoindol-2-yl]-2-deutero-quinoline-8-carbonitrile